hexa(4-hydroxyphenoxy)cyclotriphosphazene 2-(methylthiomethoxymethyl)benzoate CSCOCC1=C(C(=O)O)C=CC=C1.OC1=CC=C(OP2(=NP(=NP(=N2)(OC2=CC=C(C=C2)O)OC2=CC=C(C=C2)O)(OC2=CC=C(C=C2)O)OC2=CC=C(C=C2)O)OC2=CC=C(C=C2)O)C=C1